O=C1NC(CCC1N1CCC2=C(C=CC=C12)N1CCC(CC1)(O)CC(=O)OC(C)(C)C)=O tert-butyl 2-(1-(1-(2,6-dioxopiperidin-3-yl)indolin-4-yl)-4-hydroxypiperidin-4-yl)acetate